C(C)N1N=C(C2=C(C=CC=C12)CC1=CC=C(C=C1)C(F)(F)F)C(=O)OC methyl 1-ethyl-4-[[4-(trifluoromethyl) phenyl]methyl]indazole-3-carboxylate